NC1=NNC2=C(C=C(C=C12)C1=CC(=NC=C1)NS(=O)(=O)C)C#CC(C)(C)C N-(4-(3-amino-7-(3,3-dimethylbut-1-yn-1-yl)-1H-indazol-5-yl)pyridin-2-yl)methanesulfonamide